2-(((1R)-1-(2-cyano-3-(7,7-difluoro-2-azaspiro[4.4]nonan-2-yl)-7-methylquinoxalin-5-yl)ethyl)amino)benzoic acid C(#N)C1=NC2=CC(=CC(=C2N=C1N1CC2(CC1)CC(CC2)(F)F)[C@@H](C)NC2=C(C(=O)O)C=CC=C2)C